C(CCCC)C1=NC=CC=N1 pentylpyrimidine